ClC1=NC=C(C(=N1)C1=CC(=NC=C1)N1C(COCC1)=O)F 4-(4-(2-chloro-5-fluoropyrimidin-4-yl)pyridin-2-yl)morpholin-3-one